FC1=C(C=C(C=C1C)C1=C(C=C(C=C1C)F)C)[C@H](CC(=O)OCC)NC(C(CCC)N1C(C=C(C(=C1)CCN(C)C)C(F)(F)F)=O)=O ethyl (3S)-3-(4,4'-difluoro-2',5,6'-trimethyl-[1,1'-biphenyl]-3-yl)-3-(2-(5-(2-(dimethylamino)ethyl)-2-oxo-4-(trifluoromethyl)pyridin-1(2H)-yl)pentanamido)propanoate